ClC1=C(C(=O)N2N=C(C=C2NCC=2SC(=CC2)Cl)C2CN(C2)S(=O)(=O)N(C)C)C=CC=C1 3-[1-(2-chlorobenzoyl)-5-{[(5-chlorothiophen-2-yl)methyl]amino}-1H-pyrazol-3-yl]-N,N-dimethylazetidine-1-sulfonamide